C(C)(C)(C)OC(C(CCOC)N1C(C=C(C(=C1)OC)C1=C(C=CC(=C1)Cl)N1C=NC(=C1)Cl)=O)=O 2-{4-[5-chloro-2-(4-chloro-1H-imidazol-1-yl)phenyl]-5-methoxy-2-oxopyridin-1(2H)-yl}-4-methoxybutanoic acid tert-butyl ester